CN[C@H]1C[C@H](C1)NC1=NN2C(C=N1)=C(C=C2)C=2C=CC=1N(C2)C(=CN1)C(=O)N1CCCC1 (6-(2-((cis-3-(methylamino)cyclobutyl)amino)pyrrolo[2,1-f][1,2,4]triazin-5-yl)imidazo[1,2-a]pyridin-3-yl)(pyrrolidin-1-yl)methanone